6-chloro-7-fluoro-3-methyl-1-(tetrahydro-2H-pyran-4-yl)-1,3-dihydro-2H-imidazo[4,5-c]pyridin-2-one ClC1=C(C2=C(C=N1)N(C(N2C2CCOCC2)=O)C)F